bromo-2-methoxy-pyridine BrC=1C(=NC=CC1)OC